(furan-3-yl-methyl)benzamide O1C=C(C=C1)CC1=C(C(=O)N)C=CC=C1